CC=1SC(=C(N1)C)CN (2,4-dimethylthiazol-5-yl)methanamine